1-(2-(7-oxa-4-azaspiro[2.5]octan-4-yl)ethyl)-6-(4-fluorophenyl)-4-hydroxy-2-oxo-N-(spiro[2.3]hexan-5-yl)-1,2-dihydro-1,8-naphthyridine-3-carboxamide C1CC12N(CCOC2)CCN2C(C(=C(C1=CC(=CN=C21)C2=CC=C(C=C2)F)O)C(=O)NC2CC1(CC1)C2)=O